phenyl-tin trinaphthate C1(=CC=CC2=CC=CC=C12)C(=O)[O-].C1(=CC=CC2=CC=CC=C12)C(=O)[O-].C1(=CC=CC2=CC=CC=C12)C(=O)[O-].C1(=CC=CC=C1)[Sn+3]